4,4''-bis(3-methyl-9H-carbazol-9-yl)-5'-(4-(3-methyl-9H-carbazol-9-yl)phenyl)-6'-(6-methylpyridin-2-yl)-[1,1':2',1''-terphenyl]-4'-carbonitrile CC=1C=CC=2N(C3=CC=CC=C3C2C1)C1=CC=C(C=C1)C=1C(=CC(=C(C1C1=NC(=CC=C1)C)C1=CC=C(C=C1)N1C2=CC=CC=C2C=2C=C(C=CC12)C)C#N)C1=CC=C(C=C1)N1C2=CC=CC=C2C=2C=C(C=CC12)C